BrCC(=O)N(N(CCCP(=O)(O)O)C(CBr)=O)CCCCCC(=O)O 6-(1,2-bis(2-bromoacetyl)-2-(3-phosphonopropyl)hydrazineyl)hexanoic acid